C(C1=CC=CC=C1)N1CCC2(CC1)C(C1=CC=CC(=C1C2)OC)=O benzyl-4-methoxyspiro[indene-2,4'-piperidin]-1(3H)-one